ethoxycarbonyl-thioxanthone C(C)OC(=O)C1=CC=CC=2SC3=CC=CC=C3C(C12)=O